tricycloDecanedimethanol dimethacrylate C(C(=C)C)(=O)O.C(C(=C)C)(=O)O.C1(CCCCCCCCC1)(CO)CO.C1(CCCCCCCCC1)(CO)CO.C1(CCCCCCCCC1)(CO)CO